{[(4-chlorophenyl)methyl]amino}-N-{4-[(5-methyl(1,2,4-oxadiazol-3-yl))methyl]phenyl}carboxamide ClC1=CC=C(C=C1)CNC(=O)NC1=CC=C(C=C1)CC1=NOC(=N1)C